OC1=C2CCC(C2=C(C=C1)SC(F)(F)F)=O 4-hydroxy-7-(trifluoromethylthio)-2,3-dihydro-1H-inden-1-one